5-bromo-1-(2,6-dichlorobenzoyl)-3-[3-[[ethyl(methyl)sulfamoyl]amino]-2,6-difluoro-benzoyl]pyrrolo[2,3-b]pyridine BrC=1C=C2C(=NC1)N(C=C2C(C2=C(C(=CC=C2F)NS(N(C)CC)(=O)=O)F)=O)C(C2=C(C=CC=C2Cl)Cl)=O